(S)-1-(3-chloro-4-(1-((4-(cyclopropylcarbonyl)morpholin-2-yl)methyl)-5-methyl-1H-benzo[d]imidazol-2-yl)-5-fluorophenyl)pyrrolidin-2-one ClC=1C=C(C=C(C1C1=NC2=C(N1C[C@H]1CN(CCO1)C(=O)C1CC1)C=CC(=C2)C)F)N2C(CCC2)=O